FC1=C(C=C2C=CN(C(C2=C1)=O)CCC[C@H](C(=O)O)NC=1C=NNC(C1C(F)(F)F)=O)C1=NC=C(C=N1)C(F)(F)F (2R)-5-[7-fluoro-1-oxo-6-[5-(trifluoromethyl)pyrimidin-2-yl]-2-isoquinolinyl]-2-[[6-oxo-5-(trifluoromethyl)-1H-pyridazin-4-yl]amino]pentanoic acid